N-methyl-N-(2-oxoethyl)carbamic acid tert-butyl ester C(C)(C)(C)OC(N(CC=O)C)=O